methylol-oleic acid amide C(O)C(C(=O)N)CCCCCC\C=C/CCCCCCCC